Alpha-methyl-4-[(2-methyl-2-propen-1-yl)amino]phenylacetic acid CC(C(=O)O)C1=CC=C(C=C1)NCC(=C)C